B(F)(F)F.C(C)(C)(C)[K] t-butyl-potassium trifluoroborate